3-(5-Chloro-4-((9-isopentyl-3,9-diazaspiro[5.5]undecan-3-yl)methyl)-1-methyl-1H-pyrazol-3-yl)-5-methylisoxazole ClC1=C(C(=NN1C)C1=NOC(=C1)C)CN1CCC2(CC1)CCN(CC2)CCC(C)C